CC(=O)O[C@@H]1CO[C@H]([C@@H]([C@H]1OC(=O)C)OC(=O)C)OC(=O)C 1,2,3,4-tetra-O-acetyl-β-D-xylopyranose